3-((2-(2-(2-(2-aminoethoxy)ethoxy)ethoxy)ethyl)amino)-N-(4,5-dimethylthiazol-2-yl)-2-methylbenzamide NCCOCCOCCOCCNC=1C(=C(C(=O)NC=2SC(=C(N2)C)C)C=CC1)C